C(CCCCCCCCC)(=O)OCN1C=C(C2=CC=CC=C12)C=O (3-formyl-1H-indol-1-yl)methyl decanoate